3-oxo-2-({[(cis)-4-phenylcyclohexyl]oxy}methyl)piperidine-1,4-dicarboxylic acid 1-tert-butyl 4-ethyl ester C(C)OC(=O)C1C(C(N(CC1)C(=O)OC(C)(C)C)CO[C@@H]1CC[C@@H](CC1)C1=CC=CC=C1)=O